1,4-cyclohexanediethylamine C1(CCC(CC1)CCN)CCN